C(C)(=O)OCC1=NC2=CC(=CC=C2N=C1)Br (7-bromoquinoxaline-2-yl)methyl acetate